FC(=CC1CC2(CCCN2C1)CO)F [2-(2,2-difluoroethenyl)-hexahydropyrrolizin-7a-yl]methanol